C(CCCCCCCCCCCCCCCCC)(=O)N[C@@H](CC(C)C)C(=O)O N-stearoyl-l-leucine